C1(CC1)C=1C(=C2C=CN(C2=C(C1)C)C(=O)OC(C)(C)C)CN1[C@@H](CC2(CC(C2)(F)F)CC1)C1=CC=C(C=C1)C(=O)OC tert-butyl (S)-5-cyclopropyl-4-((2,2-difluoro-6-(4-(methoxycarbonyl)phenyl)-7-azaspiro[3.5]nonan-7-yl)methyl)-7-methyl-1H-indole-1-carboxylate